(tert-butyl) 4-ethyl 4-((5-fluoropyridin-3-yl)methyl)piperidine-1,4-dicarboxylate FC=1C=C(C=NC1)CC1(CCN(CC1)C(=O)OC(C)(C)C)C(=O)OCC